4-(4-((4-(bromomethyl)phenyl)thio)piperidin-1-yl)-3-fluorobenzonitrile BrCC1=CC=C(C=C1)SC1CCN(CC1)C1=C(C=C(C#N)C=C1)F